COC(=O)C1=NN(C=C1)C1=CC(=CC=C1)C(NC1=CC(=CC(=C1)NS(=O)(=O)C)Cl)=O 1-{3-[(3-chloro-5-methanesulfonamidophenyl)carbamoyl]phenyl}-1H-pyrazole-3-carboxylic acid methyl ester